C(C1=CC=CC=C1)OCCOCCOCCOC=1C=C(C(=O)OC)C=C(C1OCC1=CC=C(C=C1)OC)OCCOCCOCCOCC1=CC=CC=C1 Methyl 3,5-bis(2-(2-(2-(benzyloxy)ethoxy)ethoxy)ethoxy)-4-((4-methoxybenzyl)oxy)benzoate